(2-amino-4-(trifluoromethoxy)phenyl)-[4-[6-fluoro-2-(3-methoxycyclobutyl)-3H-imidazo[4,5-b]pyridin-7-yl]-1-piperidyl]methanone NC1=C(C=CC(=C1)OC(F)(F)F)C(=O)N1CCC(CC1)C1=C2C(=NC=C1F)NC(=N2)C2CC(C2)OC